(R)-2-methyl-N-[(1R,4R)-4-{5-[(2,3-dichloropyridin-4-yl)sulfanyl]Pyrazin-2-yl}-1',3'-dihydro-spiro[cyclohexane-1,2'-indene]-3'-yl]Propane-2-sulfinamide CC(C)(C)[S@@](=O)NC1C2(CC3=CC=CC=C13)CCC(CC2)C2=NC=C(N=C2)SC2=C(C(=NC=C2)Cl)Cl